4-(4-Piperazinylacryloylpiperazin-1-yl)-7-(2-amino-7-fluorobenzo[d]thiazol-4-yl)-6-chloro-8-fluoro-2-((((S)-1-methylpyrrolin-2-yl)methyl)amino)quinoline N1(CCNCC1)C=CC(=O)N1CCN(CC1)C1=CC(=NC2=C(C(=C(C=C12)Cl)C1=CC=C(C2=C1N=C(S2)N)F)F)NCC=2N(CCC2)C